4-iodo-N-(4-methyl-1,2,3,4-tetrahydrobenzo[4,5]imidazo[1,2-a]pyridin-6-yl)-2-(6-azaspiro[2.5]octan-6-yl)benzamide IC1=CC(=C(C(=O)NC2=CC=CC3=C2N=C2N3CCCC2C)C=C1)N1CCC2(CC2)CC1